(E)-4-(cyclopropylamino)but-2-enoic acid C1(CC1)NC/C=C/C(=O)O